(2,3-difluorophenyl)methylamine FC1=C(C=CC=C1F)CN